ethyl 1-(5-(5-fluoro-2',7-dimethyl-1H,2'H-[3,4'-biindazol]-1-yl)pyridin-2-yl)piperidine-4-carboxylate FC=1C=C2C(=NN(C2=C(C1)C)C=1C=CC(=NC1)N1CCC(CC1)C(=O)OCC)C=1C2=CN(N=C2C=CC1)C